4-(1-menthoxy-methyl)-2-(3',4'-dihydroxyphenyl)-1,3-dioxolan C1(CC(C(CC1)C(C)C)OCC1OC(OC1)C1=CC(=C(C=C1)O)O)C